2-bromo-5-(chlorosulfonyl)benzoic acid BrC1=C(C(=O)O)C=C(C=C1)S(=O)(=O)Cl